C(C)(C)(C)OC(=O)N[C@H](C(=O)O)CC1=CC(=C(C=C1)O)F (S)-2-((tert-butoxycarbonyl)amino)-3-(3-fluoro-4-hydroxyphenyl)propionic acid